(2S)-2-methoxy-2-[3-(3-methoxyazetidin-1-yl)phenyl]-N-[5-[[(3R)-1-pyridazin-3-ylpyrrolidin-3-yl]amino]-1,3,4-thiadiazol-2-yl]acetamide CO[C@H](C(=O)NC=1SC(=NN1)N[C@H]1CN(CC1)C=1N=NC=CC1)C1=CC(=CC=C1)N1CC(C1)OC